4-ethenyl-N,N-dimethylbenzeneethanaminium chloride [Cl-].C(=C)C1=CC=C(C=C1)CC[NH+](C)C